(R)-N-((S)-1-(4-chloro-2,5-difluorophenyl)-2,2-difluoroethyl)-2-methylpropane-2-sulfinamide ClC1=CC(=C(C=C1F)[C@@H](C(F)F)N[S@](=O)C(C)(C)C)F